ClC1=CC=2N(C(N(C=3N=CC(=CC3C2C=C1)C(F)(F)F)CC)=O)C1=C(C=C(C=C1F)NCCNC)F 13-chloro-10-(2,6-difluoro-4-{[2-(methylamino)ethyl]amino}phenyl)-8-ethyl-4-(trifluoromethyl)-6,8,10-triazatricyclo[9.4.0.02,7]pentadeca-1(11),2(7),3,5,12,14-hexaen-9-one